5-benzenetrimethylamine C=1(C(=CC=C(C1)CN)CN)CN